(2-bromobenzoylaminomethyl)-16alpha-allyl-16beta-hydroxy-androst-5-en-3beta-ol BrC1=C(C(=O)NCC[C@@]23C[C@](C[C@H]2[C@@H]2CC=C4C[C@H](CC[C@]4(C)[C@H]2CC3)O)(O)CC=C)C=CC=C1